1-ethyl-3-(5-((4-(2-methyl-6-(1H-pyrazol-1-yl)pyridin-3-yl)piperidin-1-yl)methyl)isoxazol-3-yl)urea C(C)NC(=O)NC1=NOC(=C1)CN1CCC(CC1)C=1C(=NC(=CC1)N1N=CC=C1)C